2-tert.-butyl-5-methyl-isoxazolium perchlorate Cl(=O)(=O)(=O)[O-].C(C)(C)(C)[N+]=1OC(=CC1)C